OCCOCCO di(β-hydroxyethyl) ether